1-bromo-3-fluoro-2-methoxy-5-(1-(trifluoromethyl)cyclopropyl)benzene BrC1=C(C(=CC(=C1)C1(CC1)C(F)(F)F)F)OC